C(C)(=O)[O-].[NH4+].ClC1=NC(=CC(=C1F)C(=O)N)C(F)(F)F 2-Chloro-3-fluoro-6-(trifluoromethyl)pyridine-4-carboxamide Ammonium acetate